C1=CC=CC=2C3=CC=CC=C3C(C12)COC(=O)N[C@H](C(=O)O)CC1=CC(=C(C(=C1)Cl)OC)Cl (S)-2-((((9H-fluoren-9-yl)methoxy)carbonyl)amino)-3-(3,5-dichloro-4-methoxyphenyl)propanoic acid